(cis)-benzyl 3-oxohexahydro-2H-pyrido[4,3-b][1,4]oxazin-6(7H)-carboxylate O=C1N[C@H]2[C@@H](OC1)CCN(C2)C(=O)OCC2=CC=CC=C2